C(C(C)C)NC=1C2=C(N=C(N1)NC1=C(C=C(C=C1)S(=O)(=O)N1CCC(CC1)N1CCOCC1)OC)NC=C2 N4-isobutyl-N2-(2-methoxy-4-((4-morpholino-piperidin-1-yl)sulfonyl)phenyl)-7H-pyrrolo[2,3-d]pyrimidine-2,4-diamine